F[C@]1(C(O)O[C@@H]([C@H]1OC(C1=CC=CC=C1)=O)COC(C1=CC=CC=C1)=O)O 2-fluoro-3,5-di-O-benzoyl-D-arabinofuranose